FC(C1=CC(=NO1)C(=O)N1CC2(CC2)C[C@H]1C(=O)N[C@@H](C[C@H]1C(NCC1)=O)C(COC(F)(F)F)=O)F (S)-5-(5-(difluoromethyl)isoxazole-3-carbonyl)-N-((S)-3-oxo-1-((S)-2-oxopyrrolidin-3-yl)-4-(trifluoromethoxy)butan-2-yl)-5-azaspiro[2.4]heptane-6-carboxamide